C1(=CC(=CC=C1)C1=COC=2C1=NC=C(C2)Cl)C2=CC=CC=C2 3-([1,1'-biphenyl]-3-yl)-6-chlorofuro[3,2-b]pyridine